Dimethyl 4-methoxypyridine-2,6-dicarboxylate COC1=CC(=NC(=C1)C(=O)OC)C(=O)OC